BrC=1C(=NC(=CC1Cl)C1CC1)CNC=O N-[(3-bromo-4-chloro-6-cyclopropylpyridin-2-yl)methyl]formamide